BrC1=NC=CC(=C1)C=1C=C(NC1C1=CC=C(C=C1)F)[C@@H]1[C@@H](CN(CC1)C(=O)OC(C)(C)C)C tert-Butyl cis-4-(4-(2-bromopyridin-4-yl)-5-(4-fluorophenyl)-1H-pyrrol-2-yl)-3-methylpiperidine-1-carboxylate